ClC1=C(C(=CC(=C1)F)F)N(C(=O)[C@H]1N(S(CC1)(=O)=O)C1=NC(=CC(=C1)C(F)(F)F)C)C (S)-N-(2-chloro-4,6-difluorophenyl)-N-methyl-2-(6-methyl-4-(trifluoromethyl)pyridin-2-yl)isothiazolidine-3-carboxamide 1,1-dioxide